(R)-4-((1S,6R)-5-((S)-2-(4-chlorophenyl)-3-(piperazin-1-yl)propanoyl)-2,5-diazabicyclo[4.1.0]hept-2-yl)-5-methyl-5,8-dihydropyrido[2,3-d]pyrimidin-7(6H)-one ClC1=CC=C(C=C1)[C@H](C(=O)N1CCN([C@H]2C[C@@H]12)C=1C2=C(N=CN1)NC(C[C@H]2C)=O)CN2CCNCC2